(E)-3-cyclohexylacrylonitrile C1(CCCCC1)/C=C/C#N